5-bromo-3-(3-fluorophenyl)-1-tosyl-1H-pyrrolo[2,3-b]pyridine BrC=1C=C2C(=NC1)N(C=C2C2=CC(=CC=C2)F)S(=O)(=O)C2=CC=C(C)C=C2